CC1=C(C(=NC=C1)C(=O)O)C(=O)O methyl-pyridinedicarboxylic acid